CN1CCC(CC1)C(C(=O)OCC)C1=CC=CC=C1 ethyl 2-(1-methylpiperidin-4-yl)-2-phenylacetate